C(C1=CC=CC=C1)OC1=CC(=C(C=C1)OC)Br 4-(Benzyloxy)-2-bromo-1-methoxybenzene